1-[(7R)-7-ethyl-7-hydroxy-5H,6H-cyclopenta[b]pyridin-2-yl]-6-{[4-(piperazin-1-yl)phenyl]amino}-2-(prop-2-en-1-yl)pyrazolo[3,4-d]pyrimidin-3-one C(C)[C@]1(CCC=2C1=NC(=CC2)N2N(C(C=1C2=NC(=NC1)NC1=CC=C(C=C1)N1CCNCC1)=O)CC=C)O